BrC1=CC=C2N=CC(N(C2=C1)C)=O 7-bromo-1-methylquinoxaline-2(1H)-one